6-bromo-3-[(3S,4S)-4-[[(tert-butoxy)carbonyl]amino]-3-methyl-2-oxa-8-azaspiro[4.5]decan-8-yl]pyrazine-2-carboxylic acid methyl ester COC(=O)C1=NC(=CN=C1N1CCC2([C@@H]([C@@H](OC2)C)NC(=O)OC(C)(C)C)CC1)Br